C(C1=CC=CC=C1)OC=1C=C(C=CC1)C1N(C(C12CCCC2)=O)CC2CCNCC2 3-[3-(benzyloxy)phenyl]-2-(piperidin-4-ylmethyl)-2-azaspiro[3.4]octan-1-one